pentaerythritol cyclohexanedicarboxylate C1(CCCCC1)(C(=O)O)C(=O)O.OCC(CO)(CO)CO